FC(C1=NN(C=C1C(=O)NC1=C(C=CC=C1)CCC(C)(C)C)C)F 3-(difluoromethyl)-N-[2-(3,3-dimethylbutyl)phenyl]-1-methyl-1H-pyrazole-4-carboxamide